1-methyl-2-((1E,3E)-4-phenyl-1,3-butadienyl)benzene CC1=C(C=CC=C1)\C=C\C=C\C1=CC=CC=C1